2-(2-Methoxyphenyl)-5,7-dimethyl-6-phenyl-2,6-dihydro-1H-pyrrolo[3,4-d]pyridazin COC1=C(C=CC=C1)N1N=CC=2C(C1)=C(N(C2C)C2=CC=CC=C2)C